2-((Isopropylamino)methyl)-4-nitrophenol C(C)(C)NCC1=C(C=CC(=C1)[N+](=O)[O-])O